(5S)-5-(3,5-difluorophenyl)-2-[trans-3-(3-fluorophenoxy)cyclobutyl]-2,5,6,7-tetrahydro-3H-pyrrolo[2,1-c][1,2,4]triazol-3-one FC=1C=C(C=C(C1)F)[C@@H]1CCC2=NN(C(N21)=O)[C@@H]2C[C@H](C2)OC2=CC(=CC=C2)F